acryloyloxypropyl phosphonoacetate P(=O)(O)(O)CC(=O)OCCCOC(C=C)=O